N-(4-(2-(((1r,4r)-4-amino-cyclohexyl)amino)quinazolin-6-yl)-3,5-difluorophenyl)-2-chlorobenzenesulfonamide NC1CCC(CC1)NC1=NC2=CC=C(C=C2C=N1)C1=C(C=C(C=C1F)NS(=O)(=O)C1=C(C=CC=C1)Cl)F